C(CC)C=1NC(=CN1)S(=O)(=O)O propyl-imidazole-5-sulfonic acid